3-[4-[(6-bromo-4-methyl-3-oxopyrazin-2-yl)amino]-2-[(tert-butoxycarbonyl)amino]phenyl]piperidine-1-carboxylic acid tert-butyl ester C(C)(C)(C)OC(=O)N1CC(CCC1)C1=C(C=C(C=C1)NC1=NC(=CN(C1=O)C)Br)NC(=O)OC(C)(C)C